C1(CCCCC1)[C@]1([C@@H](C2=CC=C(C=C2CC1)OC)C1=CC=C(C=C1)N1CCC(CC1)C(OC)OC)C 1-(4-((1R,2S)-2-cyclohexyl-6-methoxy-2-methyl-1,2,3,4-tetrahydronaphthalen-1-yl)phenyl)-4-(dimethoxymethyl)piperidine